(2E)-3-(2-aminoethyl)-9,10-bis(2H3)methoxy-2-[(2,4,6-trimethylphenyl)imino]-6H,7H-pyrimido[4,3-a]isoquinolin-4-one NCCN/1C(N2C(C3=CC(=C(C=C3CC2)OC([2H])([2H])[2H])OC([2H])([2H])[2H])=C\C1=N/C1=C(C=C(C=C1C)C)C)=O